3-fluoro-N-(pyridin-2-yl)benzamide tert-butyl-5,7-dioxa-14-azatetracyclo[9.2.1.02,10.04,8]tetradeca-2,4(8),9,12-tetraene-14-carboxylate C(C)(C)(C)OC(=O)N1C2C3=CC=4OCOC4C=C3C1C=C2.FC=2C=C(C(=O)NC1=NC=CC=C1)C=CC2